NC=1C(=NC(=NC1C1=C(C=CC(=C1)O)C)C=1SC=CN1)C(=O)N 5-amino-6-(5-hydroxy-2-methylphenyl)-2-(thiazol-2-yl)pyrimidine-4-carboxamide